tert-butyl 5-(2-(4,4-difluoroazepan-1-yl)quinoline-3-carboxamido)-3-hydroxy-1H-indazole-1-carboxylate FC1(CCN(CCC1)C1=NC2=CC=CC=C2C=C1C(=O)NC=1C=C2C(=NN(C2=CC1)C(=O)OC(C)(C)C)O)F